2-amino-3-(3-bromophenyl)propionic acid methyl ester COC(C(CC1=CC(=CC=C1)Br)N)=O